ClC1=CC=2C=3C=CC(=CC3N(C(N(C2N=C1)CC)=O)C1=C(C=C(C=C1F)NCCN1CC(CC1)O)F)C#N 4-chloro-10-(2,6-difluoro-4-{[2-(3-hydroxypyrrolidin-1-yl)ethyl]amino}phenyl)-8-ethyl-9-oxo-6,8,10-triazatricyclo[9.4.0.02,7]pentadeca-1(11),2(7),3,5,12,14-hexaene-13-carbonitrile